1-((4,4-Difluorocyclohexyl)methyl)-N-(2,4-dimethyl-5-oxo-5,6,7,8-tetrahydro-4H-pyrazolo[1,5-a][1,3]diazepin-6-yl)-1H-1,2,4-triazol-3-carboxamid FC1(CCC(CC1)CN1N=C(N=C1)C(=O)NC1C(N(C=2N(CC1)N=C(C2)C)C)=O)F